2,4-dibromo-1-methyl-1H-imidazole-5-carboxylic acid methyl ester COC(=O)C1=C(N=C(N1C)Br)Br